C(CCC)OC(C1CCN(CC1)C=1C=C2CN(C(C2=CC1)=O)C1C(NC(CC1)=O)=O)OCCCC 3-(5-(4-(Dibutoxymethyl)piperidin-1-yl)-1-oxoisoindolin-2-yl)piperidine-2,6-dione